NCCCCNC(OC(C)(C)C)=O tertbutyl (4-aminobutyl)carbamate